ClC=1C(=C(C=CC1)NC1=C(NC2=C1C(NCC2)=O)C2=NC(=NC=C2)C2=NN(N=C2)C)OC 3-[(3-chloro-2-methoxyphenyl)amino]-2-[2-(2-methyl-1,2,3-triazol-4-yl)pyrimidin-4-yl]-1H,5H,6H,7H-pyrrolo[3,2-c]pyridin-4-one